(E)-N-[4-(1-methyl-3-trifluoromethyl-1H-pyrazole-5-oxy)-2,5-dimethylphenyl]formamidine CN1N=C(C=C1OC1=CC(=C(C=C1C)N\C=N\[H])C)C(F)(F)F